10-(naphthalen-2-yl)anthracene C1=C(C=CC2=CC=CC=C12)C1=C2C=CC=CC2=CC2=CC=CC=C12